C(C#C)N1CCCC1 (R)-1-(prop-2-yn-1-yl)pyrrolidine